2-(6-(6-(4,7-diazaspiro[2.5]octan-7-yl)pyridin-2-yl)isoquinolin-3-yl)-N-(4-methyl-3-(methylsulfonyl)phenyl)acetamide C1CC12NCCN(C2)C2=CC=CC(=N2)C=2C=C1C=C(N=CC1=CC2)CC(=O)NC2=CC(=C(C=C2)C)S(=O)(=O)C